1,2,6-trimethyl-4-oxo-5-pyrrolidin-1-ylpyridine-3-carboxamide CN1C(=C(C(C(=C1C)N1CCCC1)=O)C(=O)N)C